N1-(4-amino-1,3-dihydrofuro[3,4-c]pyridin-7-yl)-N2-(1-(3-fluoropyridin-2-yl)ethyl)-N2-(pyrazolo[1,5-a]pyridin-5-ylmethyl)oxalamide NC1=NC=C(C2=C1COC2)NC(C(=O)N(CC2=CC=1N(C=C2)N=CC1)C(C)C1=NC=CC=C1F)=O